C(C(C)C)C=1C(C2=CC=CC=C2C(C1CC1=NC=C(C=C1)C(F)(F)F)=O)=O 2-isobutyl-3-((5-(trifluoromethyl)pyridin-2-yl)methyl)naphthalene-1,4-dione